C=1(C(=CC=C2C=CC=CC12)S(=O)(=O)[O-])S(=O)(=O)[O-].[Cs+].C(C)C(CC(O)C(O)CO)CCCC.[Cs+] mono-2-ethyl-hexyl-glycerin cesium naphthalenedisulfonate